C(C)OC(=O)C1=NN(C(N1C)=O)C1=C(C=CC=C1)F 4-methyl-5-oxo-1-(2-fluorophenyl)-4,5-dihydro-1H-1,2,4-triazole-3-carboxylic acid ethyl ester